methyl 5-(3-(hydroxymethyl) bicyclo[3.2.0]hept-6-yl)-2-methoxybenzoate OCC1CC2CC(C2C1)C=1C=CC(=C(C(=O)OC)C1)OC